OC(C(=O)O)C(C)C α-hydroxy-isovaleric acid